C12OCC(N(C1)C1=CC(=C(C(=O)OC)C(=C1)Cl)Cl)C2 Methyl 4-(2-oxa-5-azabicyclo[2.2.1]hept-5-yl)-2,6-dichlorobenzoate